6-chloro-3-ethyl-N-(4-fluorobenzyl)-1-phenyl-1H-pyrazolo[3,4-d]pyrimidin-4-amine ClC1=NC(=C2C(=N1)N(N=C2CC)C2=CC=CC=C2)NCC2=CC=C(C=C2)F